CC=1N=C(SC1)C1(CC1)C=1NC(C2=C(N1)CCNC2)=O 2-(1-(4-methylthiazol-2-yl)cyclopropyl)-5,6,7,8-tetrahydropyrido[4,3-d]pyrimidin-4(3H)-one